NC(=O)N.[NH4+] ammonium urea